GLYCERALDEHYD O=CC(O)CO